ClC=1C=CC(=NC1)C=1C(=NN(C1)C)C(=O)O 4-(5-chloropyridin-2-yl)-1-methyl-1H-pyrazole-3-carboxylic acid